CN1C2=C(OC[C@@H](C1=O)NC(=O)C1=NC=CC(=C1)OC1=CC=CC=C1)C=C(C=N2)C#CC2=NC=CC=C2 (S)-N-(5-methyl-4-oxo-8-(pyridin-2-ylethynyl)-2,3,4,5-tetrahydropyrido[3,2-b][1,4]oxazepin-3-yl)-4-phenoxypyridineamide